(2R,3S)-Butan-1,2,3,4-tetrol C([C@H]([C@H](CO)O)O)O